3-tert-butyl-1-[6-tert-butyl-10-chloro-9-(3-methoxypropoxy)-2-oxo-6H,7H-pyrido[2,1-a]isoquinolin-3-yl]urea C(C)(C)(C)NC(NC=1C(C=C2N(C(CC3=CC(=C(C=C23)Cl)OCCCOC)C(C)(C)C)C1)=O)=O